7-bromo-6-fluoro-2,3-dihydrobenzofuran BrC1=C(C=CC=2CCOC21)F